BrC=1N=NN(C1C)C1CC(C1)O 3-(4-bromo-5-methyl-triazol-1-yl)cyclobutanol